CN(C1CN(C1)C(=O)C1=C(C=C(C=C1)NC=1N=CC2=C(N1)CN(CC2)C2=C(C1=C(OCCN1C(=O)OC(C)(C)C)N=C2)C)C)C tert-butyl 7-[2-({4-[3-(dimethylamino) azetidine-1-carbonyl]-3-methylphenyl} amino)-5H,6H,7H,8H-pyrido[3,4-d]pyrimidin-7-yl]-8-methyl-1H,2H,3H-pyrido[2,3-b][1,4]oxazine-1-carboxylate